1-(oxetan-3-ylmethyl)-1H-indole-3-carboxylic acid O1CC(C1)CN1C=C(C2=CC=CC=C12)C(=O)O